CN(C1=CC=C(CN(C(=O)N2C=NC=C2)CC2=CC(=CC=C2)OC)C=C1)C N-(4-(dimethylamino)benzyl)-N-(3-methoxybenzyl)-1H-imidazole-1-carboxamide